(R)-(5-cyclopropyl-1,3,4-oxadiazol-2-yl)(4-(7-fluoropyrazolo[1,5-a]pyridin-2-yl)-6,7-dihydro-1H-imidazo[4,5-c]pyridin-5(4H)-yl)methanone C1(CC1)C1=NN=C(O1)C(=O)N1[C@H](C2=C(CC1)NC=N2)C2=NN1C(C=CC=C1F)=C2